tert-butyl (2-((4-bromo-2-fluoro-3-(hydroxymethyl) benzyl)amino) phenyl)carbamate BrC1=C(C(=C(CNC2=C(C=CC=C2)NC(OC(C)(C)C)=O)C=C1)F)CO